F[C@H](C1(COC1)C=1C=C(C=CC1)N1C(C2=CC(=CC(=C2C1)C(F)(F)F)[C@H](C)N1CC(C1)(C)F)=O)C1=NN=CN1C 2-(3-(3-((R)-fluoro(4-methyl-4H-1,2,4-triazol-3-yl)methyl)oxetan-3-yl)phenyl)-6-((S)-1-(3-fluoro-3-methylazetidin-1-yl)ethyl)-4-(trifluoromethyl)isoindolin-1-one